(3-[2-chloro-4-fluoro-5-(3-methyl-2,6-dioxo-4-trifluoromethyl-3,6-dihydro-2H-pyrimidin-1-yl)-phenoxyl]-pyridin-2-yloxy)-acetic acid ethyl ester C(C)OC(COC1=NC=CC=C1OC1=C(C=C(C(=C1)N1C(N(C(=CC1=O)C(F)(F)F)C)=O)F)Cl)=O